[NH4+].O=[O+][O-] ozone, ammonium salt